3-methoxy-7'-(benzenesulfonyl)-4',7'-dihydrospiro[cyclopentane-1,2'-pyrrolo[3',2':5,6]pyrido[3,4-b]pyrazin]-3'(1'H)-one COC1CC2(NC3=C(NC2=O)C=NC2=C3C=CN2S(=O)(=O)C2=CC=CC=C2)CC1